tert-Butyl 3-(4-chloroquinazolin-6-yl)piperidine-1-carboxylate ClC1=NC=NC2=CC=C(C=C12)C1CN(CCC1)C(=O)OC(C)(C)C